C(#N)CCPCCC#N bis(β-cyanoethyl)phosphine